ClC1=C2[C@@H](N3C(C2=CC=C1)=CN=C3)[C@@H]3COCC[C@H]3O (3R,4R)-3-((S)-6-Chloro-5H-imidazo[5,1-a]isoindol-5-yl)tetrahydro-2H-pyran-4-ol